ClCC1CCCC12OCC=C(C2)C2=CC=C(C=C2)F (chloromethyl)-9-(4-fluorophenyl)-6-oxaspiro[4.5]dec-8-ene